FCCCNCCOC1=NC=CC(=C1C)[C@H]1N([C@@H](CC2=C1NC1=CC=CC=C21)C)C[C@H](C(=O)OC)C methyl (R)-3-((1R,3R)-1-(2-(2-((3-fluoropropyl) amino) ethoxy)-3-methylpyridine-4-Yl)-3-methyl-1,3,4,9-tetrahydro-2H-pyrido[3,4-b]Indol-2-yl)-2-methylpropionate